CC1=NC(=CC(=C1)C=1C(=C(C(=C(C1N1C2=CC=C(C=C2C=2C=C(C=CC12)C)C)N1C2=CC=C(C=C2C=2C=C(C=CC12)C)C)C1=CC(=NC(=C1)C1=CC=CC=C1)C1=CC=CC=C1)N1C2=CC=C(C=C2C=2C=C(C=CC12)C)C)N1C2=CC=C(C=C2C=2C=C(C=CC12)C)C)C 9,9',9'',9'''-(3-(2,6-dimethylpyridin-4-yl)-6-(2,6-diphenylpyridin-4-yl)benzene-1,2,4,5-tetrayl)tetrakis(3,6-dimethyl-9H-carbazole)